OC=1C(=CC2=C(NC[C@H]3N(C2=O)CC2(CC2)C3)C1)OC (S)-8-hydroxy-7-methoxy-1,10,11,11a-tetrahydro-3H,5H-spiro[benzo[e]pyrrolo[1,2-a][1,4]diazepine-2,1'-cyclopropan]-5-one